7-(4-chlorobenzyl)-8-(3-(cyclohexyloxy)prop-1-yn-1-yl)-1-(3-hydroxypropyl)-3-isopropyl-3,7-dihydro-1H-purine-2,6-dione ClC1=CC=C(CN2C(=NC=3N(C(N(C(C23)=O)CCCO)=O)C(C)C)C#CCOC2CCCCC2)C=C1